ClC1=C(OC2=CC=CC3=C2NC(=NS3(=O)=O)NCC(C)(C)F)C=CC=C1 5-(2-chlorophenoxy)-3-((2-fluoro-2-methylpropyl)amino)-4H-benzo[e][1,2,4]thiadiazine 1,1-dioxide